N1N=CC2=C1C(NCC2)=O 1,4,5,6-tetrahydro-7H-pyrazolo[3,4-c]pyridin-7-on